BrC1=CC(=CC(=N1)NC(OC(C)(C)C)=O)Cl tert-butyl N-(6-bromo-4-chloropyridin-2-yl)carbamate